COC1NCC(C(C1)N1CCC(CC1)CN1CCNCC1)C 2-methoxy-5-methyl-4-(4-(piperazin-1-ylmethyl)piperidin-1-yl)piperidine